O\C(\C(=O)OCC)=C/C(CCC1=CC=CC2=CC=CC=C12)=O ethyl (Z)-2-hydroxy-6-(naphthalen-1-yl)-4-oxohex-2-enoate